3-[[4-[(2R)-3-(1-Bicyclo[1.1.1]pentanyl)-2-[(6-cyclopropylthieno[2,3-b]pyrazin-2-yl)methylamino]propoxy]-6-(2,6-dimethylphenyl)pyrimidin-2-yl]sulfamoyl]benzoic acid C12(CC(C1)C2)C[C@H](COC2=NC(=NC(=C2)C2=C(C=CC=C2C)C)NS(=O)(=O)C=2C=C(C(=O)O)C=CC2)NCC=2N=C1C(=NC2)SC(=C1)C1CC1